FC=1C=C2C(=C(NC2=C(C1)F)C1=CC=C(C=C1)F)C(=O)OC methyl 5,7-difluoro-2-(4-fluorophenyl)-1H-indole-3-carboxylate